BrC1=NN2N=CN=CC2=C1 6-bromopyrazolo[5,1-f][1,2,4]triazin